ClC1=NC=C(C=C1C(=O)N[C@@H]1C(N(OC1)CC)=O)OC[C@H](C)NS(=O)(=O)C(F)(F)F 2-chloro-N-[(4S)-2-ethyl-3-oxo-isoxazolidin-4-yl]-5-[(2S)-2-(trifluoromethylsulfonylamino)propoxy]pyridine-3-carboxamide